dicyclohexyl-[2',4',6'-tris(1-methylethyl)biphenyl-2-yl]Phosphine C1(CCCCC1)P(C1=C(C=CC=C1)C1=C(C=C(C=C1C(C)C)C(C)C)C(C)C)C1CCCCC1